(1R,2aS,2bR,4aR,6R,8aS,8bR,10aS)-1-(hydroxymethyl)-6,10a-dimethylhexadecahydrocyclobuta[a]phenanthren-6-ol OC[C@@H]1C[C@@H]2[C@@]1(CC[C@@H]1[C@H]3CC[C@](C[C@H]3CC[C@@H]21)(O)C)C